4-(4'-((S)-3-amino-2-hydroxypropoxy)-[1,1'-biphenyl]-4-yl)-4-fluoro-2-(2-((S)-1-hydroxyethyl)-1H-imidazol-1-yl)but-3-en-1-ol NC[C@@H](COC1=CC=C(C=C1)C1=CC=C(C=C1)C(=CC(CO)N1C(=NC=C1)[C@H](C)O)F)O